O.O1CCN(CC1)CCS(=O)(=O)O 2-Morpholinoethanesulfonic acid monohydrate